1-[4-(difluoromethyl)-8-oxa-3,5-diazatricyclo[7.4.0.02,7]trideca-1(13),2,4,6,9,11-hexaen-6-yl]pyrrolidine-2-carboxylic acid FC(C=1N=C2C3=CC=CC=C3OC2=C(N1)N1C(CCC1)C(=O)O)F